1-(4-chlorobenzyl)-1H-pyrrolo[2,3-c]pyridine-4-carbaldehyde ClC1=CC=C(CN2C=CC3=C2C=NC=C3C=O)C=C1